O(S(=O)(=O)C(F)(F)F)C1=NN2C(C=CC=C2)=C1 pyrazolo[1,5-a]pyridin-2-yl triflate